C1(CC1)CN(C=1N=NN(N1)CC1=C(N=NN1C)C1=CC=C(C(=N1)C)O[C@@H]1C[C@H](CCC1)C(=O)O)C (1S,3S)-3-({6-[5-({5-[(cyclopropyl-methyl)(methyl)amino]-2H-1,2,3,4-tetrazol-2-yl}methyl)-1-methyl-1H-1,2,3-triazol-4-yl]-2-methylpyridin-3-yl}oxy)cyclohexane-1-carboxylic acid